3-(2-benzyl-2H-tetrazol-5-yl)-4-(cyclohexylamino)-N-methylbenzenesulfonamide C(C1=CC=CC=C1)N1N=C(N=N1)C=1C=C(C=CC1NC1CCCCC1)S(=O)(=O)NC